Cl.NCCCNC(C=C)=O N-(3-aminopropyl)-acrylamide hydrochloride